FC(C)(F)C=1C=C(CCNC(OC(C)(C)C)=O)C=CC1 tert-butyl (3-(1,1-difluoroethyl)phenethyl)carbamate